trans-4-(pyridin-2-yloxy)cyclohexanecarboxylic acid hydrazide N1=C(C=CC=C1)O[C@@H]1CC[C@H](CC1)C(=O)NN